1-[6-[6-(1-cyclopropylpiperidin-4-yl)oxypyrazolo[1,5-a]pyridin-3-yl]-3-[(1s)-1-hydroxyethyl]pyridin-2-yl]-5-methylpyrazole-3-carbonitrile C1(CC1)N1CCC(CC1)OC=1C=CC=2N(C1)N=CC2C2=CC=C(C(=N2)N2N=C(C=C2C)C#N)[C@H](C)O